C(CCCCCCC)C(C(=O)[O-])=C 2-OCTYLACRYLAT